C(\C=C\C=CCCCCC)=O (E)-decen-4-enal